C(C)(C)(C)OC(=O)NC(=O)OC(C)(C)C bis(tert-butoxycarbonyl)amine